C1=CC(=CC(=C1)F)C(F)(F)F m-fluorotrifluorotoluene